1-(3-Ethoxypyridin-2-yl)piperazine C(C)OC=1C(=NC=CC1)N1CCNCC1